1,8-Diazabicyclo[5.4.0]-undeca-7-en N12CCCCCC2=NCCC1